C(C)(C)(C)OC(N(C)C1CCN(CC1)C1=CC(=CC=C1)C1C(NC(CC1)=O)=O)=O N-[1-[3-(2,6-dioxo-3-piperidyl)phenyl]-4-piperidyl]-N-methyl-carbamic acid tert-butyl ester